TBDPS(t-butyldiphenylsilane) [Si](C1=CC=CC=C1)(C1=CC=CC=C1)(C(C)(C)C)[Si](C1=CC=CC=C1)(C1=CC=CC=C1)C(C)(C)C